CC(C)(OC(N=CNCCNC(CCCC(=O)[O-])=O)=O)C 2,2-dimethyl-4,11-dioxo-3-oxa-5,7,10-triazapentadec-5-en-15-oate